BrC1=C(N=C(C=2N1N=CC2)N2CCC1(CC2)[C@H](C=2C(=NC=C(C2)C(F)F)C1)NS(=O)C(C)(C)C)C N-[(5R)-1'-(7-bromo-6-methyl-pyrazolo[1,5-a]pyrazin-4-yl)-3-(difluoromethyl)-spiro[5,7-dihydro-cyclopenta[b]pyridin-6,4'-piperidin]-5-yl]-2-methyl-propane-2-sulfinamide